N[C@H](CC1=CC=C(C=C1)NC([C@H](C1CCCCCC1)NC(=O)C1=CC=NN1C(C)C)=O)C(=O)N1CCN(CC1)C N-((S)-2-((4-((R)-2-amino-3-(4-methylpiperazin-1-yl)-3-oxopropyl)phenyl)amino)-1-cycloheptyl-2-oxoethyl)-1-isopropyl-1H-pyrazole-5-carboxamide